C(C)(C)(C)C=1C=C(C=2[C@H]3C(C(OC2C1)(C)C)CC=C(C3)C)O (10Ar)-3-tert-butyl-6,6,9-trimethyl-6a,7,10,10a-tetrahydrobenzo[c]chromen-1-ol